COCOC1=C(C=CC=C1)C1=CC(=C(N=N1)N)N1C[C@H]2CC[C@@H](C1)N2C2=CC(=CC(=C2)OC2CCNCC2)F 6-[2-(methoxymethoxy)phenyl]-4-[(1R,5S)-8-[3-fluoro-5-(4-piperidyloxy)phenyl]-3,8-diazabicyclo[3.2.1]octan-3-yl]pyridazin-3-amine